2,4,6-trimethylphenoxy(cyclopentadiene) titanium dichloride [Cl-].[Cl-].[Ti+2].CC1=C(OC2=CC=CC2)C(=CC(=C1)C)C